NC1=C(C=C(C=C1)C1=CC=C(C=C1)F)NC(C1=CC=C(C=C1)S(=O)(=O)C1=NC=CC=C1)=O rac-N-[2-amino-5-(4-fluorophenyl)phenyl]-4-(2-pyridylsulfonyl)benzamide